[Si](C)(C)(C(C)(C)C)OCCCOC[C@@H](C)O (2R)-1-(3-((tert-butyldimethylsilyl)oxy)propoxy)propan-2-ol